C(C)(C)(C)OC(=O)N1[C@@H](C[C@H](C1)NC(=O)C=1OC(=CN1)C1=CC(=CC=C1)Cl)CN1N=NC=C1 (2s,4r)-2-((1H-1,2,3-triazol-1-yl)methyl)-4-(5-(3-chlorophenyl)oxazol-2-carboxamido)pyrrolidine-1-carboxylic acid tert-butyl ester